FC=1C(=NC=NC1)C1=CN=C(S1)NC1=CC2=C(C=N1)N=CN2CCNC(=O)[C@H]2NC[C@@H](C2)O (2S,4R)-N-[2-[6-[[5-(5-fluoropyrimidin-4-yl)thiazol-2-yl]amino]imidazo[4,5-c]pyridin-1-yl]ethyl]-4-hydroxy-pyrrolidine-2-carboxamide